CC(=O)C1=CC=C(C=C1)C[C@@H](C(=O)O)N p-acetylphenylalanine